6-(dimethylamino)-5-[(5S)-6-[(5-methoxy-7-methyl-1H-indol-4-yl)methyl]-6-azaspiro[2.5]octan-5-yl]pyridine-2-carboxylic acid CN(C1=C(C=CC(=N1)C(=O)O)[C@@H]1CC2(CC2)CCN1CC1=C2C=CNC2=C(C=C1OC)C)C